2-[(CYANOMETHYL)CARBAMOYL]ACETIC ACID C(#N)CNC(=O)CC(=O)O